9-(4-(1H-pyrazol-1-yl)benzyl)-7-(2-(dimethylamino)ethyl)-2-(2-isopropylphenyl)-7,9-dihydro-8H-purin-8-one N1(N=CC=C1)C1=CC=C(CN2C3=NC(=NC=C3N(C2=O)CCN(C)C)C2=C(C=CC=C2)C(C)C)C=C1